5-(1H-imidazol-4-yl)-2-isopropylpyridine N1C=NC(=C1)C=1C=CC(=NC1)C(C)C